(tetrahydro-2H-pyran-4-yl)methyl (E)-3-(1-(3,5-bis(trifluoromethyl)benzyl)-1H-pyrrolo[2,3-b]pyridin-3-yl)-2-cyanoacrylate FC(C=1C=C(CN2C=C(C=3C2=NC=CC3)/C=C(/C(=O)OCC3CCOCC3)\C#N)C=C(C1)C(F)(F)F)(F)F